6-Chloro-3-[(1R)-1-[2-(2,3-dihydro-[1,4]dioxino[2,3-b]pyridin-7-yl)-3,6-dimethyl-4-oxo-chromen-8-yl]ethoxy]pyridine-2-carbonitrile ClC1=CC=C(C(=N1)C#N)O[C@H](C)C=1C=C(C=C2C(C(=C(OC12)C=1C=C2C(=NC1)OCCO2)C)=O)C